C(C)OC(C(C1=C2N(C=N1)C[C@@H](C2)F)N2N=C1C(=C(C=C(C1=C2)C)C2=CC=C(C=C2)C2CCN(CC2)CCOC)Cl)=O 2-(7-chloro-6-(4-(1-(2-methoxyethyl)piperidin-4-yl)phenyl)-4-methyl-2H-indazol-2-yl)-2-((R)-6-fluoro-6,7-dihydro-5H-pyrrolo[1,2-c]imidazol-1-yl)acetic acid ethyl ester